N-(benzothiophen-5-ylmethyl)-7-(3,4-dichlorobenzoyl)-2-(4-methoxyphenyl)-3-oxo-6,8-dihydro-5H-imidazo[1,5-a]pyrazine-1-carboxamide S1C=CC2=C1C=CC(=C2)CNC(=O)C=2N(C(N1C2CN(CC1)C(C1=CC(=C(C=C1)Cl)Cl)=O)=O)C1=CC=C(C=C1)OC